2,3,7,8,12,13,17,18-octafluoro-5,10,15,20-tetrakis(4-bromomethylphenyl)porphyrin FC1=C2NC(=C1F)C(=C1C(=C(C(=N1)C(=C1C(=C(C(N1)=C(C=1C(=C(C(N1)=C2C2=CC=C(C=C2)CBr)F)F)C2=CC=C(C=C2)CBr)F)F)C2=CC=C(C=C2)CBr)F)F)C2=CC=C(C=C2)CBr